N-[[3-[[(2,2-difluoroacetyl)amino]carbamoyl]isoxazol-5-yl]methyl]-N-(3-pyridyl)ethanesulfonamide FC(C(=O)NNC(=O)C1=NOC(=C1)CN(S(=O)(=O)CC)C=1C=NC=CC1)F